BrCC1=CC2=CC=C(C=C2C=C1)CBr 2,6-bisbromomethylnaphthalene